CC1NCC2N(C3=C(OC2)C=C(C=N3)C(F)(F)F)C1 9-methyl-3-(trifluoromethyl)-6,6a,7,8,9,10-hexahydropyrazino[1,2-d]pyrido[3,2-b][1,4]oxazine